2-((azetidin-3-ylmethyl)(methyl)amino)ethan N1CC(C1)CN(CC)C